C1(CC1)C1=NC=NC(=C1C1=NN2C(N=CC=C2CC2=CC=C(C=C2)C=2N(C=C(N2)C(F)(F)F)C)=N1)OC 2-(4-cyclopropyl-6-methoxypyrimidin-5-yl)-7-(4-(1-methyl-4-(trifluoromethyl)-1H-imidazol-2-yl)benzyl)-[1,2,4]triazolo[1,5-a]pyrimidine